[Cl-].C(CCCCCCCCCCC)[NH+]1C=C(C=C1)C 1-Dodecyl-3-Methylpyrrolium chlorid